CN(C(C)=O)C1=CC=C(C=C1)C=1C=CC(=NC1)C(=O)NCC=1C=NC=CC1 5-(4-(N-methylacetamido)phenyl)-N-(pyridin-3-ylmethyl)pyridineamide